FC(C=1C(=C(C=CC1)[C@@H](C)NC1=NC(=NC=C1OCC1CN(C1)C(=O)[O-])C)F)F (R)-3-((4-((1-(3-(difluoromethyl)-2-fluorophenyl)ethyl)amino)-2-Methylpyrimidin-5-yl)oxy)methylazetidinecarboxylate